NCC1=CC=C(C=C1)CNC1=C(C(=NN1C(=O)C1=CSC=C1)C1C(N(CCC1C)CC(=O)N1CCOCC1)=O)C#N 5-({[4-(Aminomethyl)phenyl]methyl}amino)-3-{4-methyl-1-[2-(morpholin-4-yl)-2-oxoethyl]-2-oxopiperidin-3-yl}-1-(thiophen-3-carbonyl)-1H-pyrazol-4-carbonitril